OC1=CC=C(C=C1)C=1C(N(C(C1)=O)CC1CCOCC1)=O 3-(4-hydroxyphenyl)-1-((tetrahydro-2H-pyran-4-yl)methyl)-1H-pyrrole-2,5-dione